C(C)OCCN1C=C(C2=CC(=CC=C12)C=1C=C2C=CC=NC2=CC1)CC(=O)NCC1=NC=CC=C1 (1-(2-ethoxyethyl)-5-(quinolin-6-yl)-1H-indol-3-yl)-N-(pyridin-2-ylmethyl)acetamide